COC1=CC=C(C=N1)C#CC(=O)O 3-(6-methoxypyridin-3-yl)propiolic acid